C1(CC1)C(CNC(=O)C=1C=C2C=C(C=NC2=C(C1)OC1CC1)C)(O)C1=NC(=C(C(=C1)C(C)(C)O)F)C1=CC(=C(C=C1)F)F (-)-N-{2-cyclopropyl-2-[6-(3,4-difluorophenyl)-5-fluoro-4-(2-hydroxypropan-2-yl)pyridin-2-yl]-2-hydroxyethyl}-8-(cyclopropyloxy)-3-methylquinoline-6-carboxamide